1,1,4,4-tetrachloro-1,4-disilacyclohexane Cl[Si]1(CC[Si](CC1)(Cl)Cl)Cl